8-(4-(difluoromethoxy)phenyl)-2-ethoxy-6-(1-(2-(methylsulfonyl)ethyl)-6-oxo-1,6-dihydropyridin-3-yl)-1,6-naphthyridin-7(6H)-one FC(OC1=CC=C(C=C1)C=1C(N(C=C2C=CC(=NC12)OCC)C1=CN(C(C=C1)=O)CCS(=O)(=O)C)=O)F